CO[C@H]1COCC2=C1NC(C1=C2C=C(S1)C=1C=NNC1)=O (R)-4-methoxy-8-(1H-pyrazol-4-yl)-1,3,4,5-tetrahydro-6H-pyrano[4,3-b]Thieno[3,2-d]Pyridin-6-one